tert-butyl (2-{2-[2-({3-[(4-iodo-5-methyl-1H-pyrazol-1-yl)methyl]tricyclo[3.3.1.13,7]dec-1-yl}oxy)ethoxy]ethoxy}ethyl)methylcarbamate IC=1C=NN(C1C)CC12CC3(CC(CC(C1)C3)C2)OCCOCCOCCN(C(OC(C)(C)C)=O)C